CONC=1C(=CC=CC1)S(=O)(=O)O Methoxyaniline-2-sulfonic acid